N-[[5-[5-(difluoromethyl)-1,3,4-oxadiazol-2-yl]-2-pyridinyl]methyl]-1-imino-N-(3-methoxyphenyl)-1-oxo-1,4-thiazine-4-sulfonamide FC(C1=NN=C(O1)C=1C=CC(=NC1)CN(S(=O)(=O)N1C=CS(C=C1)(=O)=N)C1=CC(=CC=C1)OC)F